4-(2-methoxy-5-(methylsulfonyl)phenyl)-6-methylnicotinic acid COC1=C(C=C(C=C1)S(=O)(=O)C)C1=CC(=NC=C1C(=O)O)C